N-((2-(2,6-dioxopiperidin-3-yl)-1-oxoisoindolin-5-yl)methyl)-8-trifluoromethoxy-2H-chromene-3-carboxamide O=C1NC(CCC1N1C(C2=CC=C(C=C2C1)CNC(=O)C=1COC2=C(C=CC=C2C1)OC(F)(F)F)=O)=O